tert-butyl 2,2-difluoro-6-[4-(methoxycarbonyl)-2-[(oxan-4-ylmethyl)amino]phenyl]-7-azaspiro[3.5]non-5-ene-7-carboxylate FC1(CC2(C1)C=C(N(CC2)C(=O)OC(C)(C)C)C2=C(C=C(C=C2)C(=O)OC)NCC2CCOCC2)F